tert-butyl (S)-(2-(4-(3-(6,8-dimethylimidazo[1,2-a]pyrazin-2-yl)-2-oxo-2H-chromen-7-yl)-2-methylpiperazin-1-yl)ethyl)carbamate CC=1N=C(C=2N(C1)C=C(N2)C=2C(OC1=CC(=CC=C1C2)N2C[C@@H](N(CC2)CCNC(OC(C)(C)C)=O)C)=O)C